N-(2-(10-(2-((2-Chloro-4-fluorophenyl)amino)-2-oxoethyl)-2-ethyl-4-oxo-4,10-dihydrobenzo[4,5]imidazo[1,2-a]pyrimidin-3-yl)phenyl)acrylamide ClC1=C(C=CC(=C1)F)NC(CN1C2=C(N3C1=NC(=C(C3=O)C3=C(C=CC=C3)NC(C=C)=O)CC)C=CC=C2)=O